C1(CC1)C1=NC=NC(=C1C1=NC=C2C(=N1)N(N=C2)CC2=CC=C(C=C2)C=2N(C=C(N2)C(F)(F)F)C)OCC 6-(4-cyclopropyl-6-ethoxypyrimidin-5-yl)-1-(4-(1-methyl-4-(trifluoromethyl)-1H-imidazol-2-yl)benzyl)-1H-pyrazolo[3,4-d]pyrimidine